FC=1C(=C(C=C(C1)F)C1CCN(CC1)C(=O)C1=NNC=2CN(CCC21)C(=O)OC)C(F)(F)F methyl 3-(4-(3,5-difluoro-2-(trifluoromethyl) phenyl) piperidine-1-carbonyl)-1,4,5,7-tetrahydro-6H-pyrazolo[3,4-c]pyridine-6-carboxylate